FC=1C=C(C=CC1OC)[C@@H](CO)NC(=O)C=1OC=C(N1)C1=NC(=NC=C1C)NC1=CC=NN1C (S)-N-(1-(3-fluoro-4-methoxyphenyl)-2-hydroxyethyl)-4-(5-methyl-2-((1-methyl-1H-pyrazol-5-yl)amino)pyrimidin-4-yl)oxazole-2-carboxamide